FCC(C)(S(=O)N)C 1-fluoro-2-methylpropan-2-sulfinamide